NC1CCC(CC1)N1[C@@H](CN(CC1)C(=O)OC(C)(C)C)COC tert-butyl (S)-4-((1r,4S)-4-aminocyclohexyl)-3-(methoxymethyl)piperazine-1-carboxylate